C(C)C1(CN(C1)C1=CC=C(C=C1)N1N=CC2=CC(=C(C(=C12)F)OCOC)F)CC 1-(4-(3,3-Diethylazetidin-1-yl)phenyl)-5,7-difluoro-6-(methoxymethoxy)-1H-indazole